FC1=CC=C(C=C1)N(C(=O)C1=NC=CC=C1)C N-(4-fluorophenyl)-N-methylpyridineamide